ClC1=NC=C(C(=C1)C1(CCCCC1)O)C 1-(2-chloro-5-methylpyridin-4-yl)cyclohexan-1-ol